5-(1-(2,2-Difluoroethyl)-2-methyl-1H-imidazo[4,5-b]pyridin-6-yl)-N4-methyl-N2-(1-(oxetan-3-yl)piperidin-4-yl)pyrrolo[2,1-f][1,2,4]triazine-2,4-diamine FC(CN1C(=NC2=NC=C(C=C21)C=2C=CN1N=C(N=C(C12)NC)NC1CCN(CC1)C1COC1)C)F